C(C)OC=1C=C(C=CC1)C=1N=CC(=NC1)C(=O)O 5-(3-ethoxyphenyl)pyrazine-2-carboxylic acid